N=1N2C(C(=NC1)C1=CC=CC=C1C(=O)N)=CC=C2 Pyrrolo[2,1-f][1,2,4]triazine-4-benzamide